COC=1C=C(C(=O)NC)C=CC1NCC#CC=1N=C2N(C=CC=C2NC2CCN(CC2)CCOC)C1SC(F)(F)F 3-methoxy-4-((3-(8-((1-(2-methoxyethyl)piperidin-4-yl)amino)-3-((trifluoromethyl)thio)imidazo[1,2-a]pyridin-2-yl)prop-2-yn-1-yl)amino)-N-methylbenzamide